tert-butyl N-tert-butoxycarbonyl-N-[2-[2-[2-[2-[2-[2-[2-[2-[2-[2-[2-(3-chloro-5-nitro-phenoxy)ethoxy]ethoxy]ethoxy]ethoxy]ethoxy]ethoxy]ethoxy] ethoxy]ethoxy]ethoxy] ethyl]carbamate C(C)(C)(C)OC(=O)N(C(OC(C)(C)C)=O)CCOCCOCCOCCOCCOCCOCCOCCOCCOCCOCCOC1=CC(=CC(=C1)[N+](=O)[O-])Cl